N-allyl-6-bromo-1-methyl-1,2-dihydro-3H-benzo[e]Indole-3-carboximidamide 2,2,2-trifluoroAcetic acid salt FC(C(=O)O)(F)F.C(C=C)NC(=N)N1CC(C=2C3=C(C=CC12)C(=CC=C3)Br)C